C(C)(=O)OC(C(=O)O)C1=C(C=CC=C1)C(F)(F)F 2-acetoxy-2-(2-(trifluoromethyl)phenyl)acetic acid